C(CC)(=O)ON(CCN(OC(CC)=O)OC(CC)=O)OC(CC)=O.[K] potassium ethylenediamine tetrapropionate